CO[C@H]1CC[C@H](CC1)NC1=NN2C(C=N1)=C(C=C2)C=2C=CC1=C(N(N=N1)C)C2 N-(cis-4-methoxycyclohexyl)-5-(1-methyl-1H-benzo[d][1,2,3]triazol-6-yl)pyrrolo[2,1-f][1,2,4]triazin-2-amine